FC(C1=C2C3=C(NC2=CC=C1)CC1N(CC3)CCC1)(F)F 7-(trifluoromethyl)-1,2,3,5,6,11,12,12a-octahydropyrrolo[1',2':1,2]azepino[4,5-b]indole